NC1=NC(=CC=C1)C=O 2-AMINO-6-PYRIDINECARBOXALDEHYDE